Dimethyl-tetrazineformamide CN(C(=O)C=1N=NN=NC1)C